2-(4-(9,10-di([1,1':3',1''-terphenyl]-5'-yl)anthracen-2-yl)phenyl)-1-phenyl-1H-benzo[d]imidazole C1(=CC=CC=C1)C1=CC(=CC(=C1)C=1C2=CC=CC=C2C(=C2C=CC(=CC12)C1=CC=C(C=C1)C1=NC2=C(N1C1=CC=CC=C1)C=CC=C2)C=2C=C(C=C(C2)C2=CC=CC=C2)C2=CC=CC=C2)C2=CC=CC=C2